2-(6-(6-(Difluoromethyl)imidazo[1,2-b]pyridazin-3-yl)pyrimidin-4-yl)-2,8-diazaspiro[4.5]decane FC(C=1C=CC=2N(N1)C(=CN2)C2=CC(=NC=N2)N2CC1(CC2)CCNCC1)F